neryl benzoate C(C1=CC=CC=C1)(=O)OC\C=C(\C)/CCC=C(C)C